2-((5-(2-((3R,5S)-6-(diethylamino)-5-hydroxy-2-methylhexan-3-yl)-2,6-diazaspiro[3.4]oct-6-yl)-1,2,4-triazin-6-yl)oxy)-N-ethyl-5-fluoro-N-isopropylbenzamide fumarate C(\C=C\C(=O)O)(=O)O.C(C)N(C[C@H](C[C@H](C(C)C)N1CC2(C1)CN(CC2)C=2N=CN=NC2OC2=C(C(=O)N(C(C)C)CC)C=C(C=C2)F)O)CC